C(CCCCCCC)(=O)NCCCC[C@H](N)C(=O)N[C@@H](CC1=CC=CC=C1)C(=O)N[C@@H](CC1=CC=C(C=C1)O)C(=O)O N6-octanoyl-L-lysyl-L-phenylalanyl-L-Tyrosine